C1=NC=CC=2C(=CC=CC12)S(=O)(=O)N1C(CNCC1)C 1-(5-isoquinolinesulfonyl)-2-methylpiperazine